1,3-Dihexylimidazole bistrifluoromethanesulfonimide [N-](S(=O)(=O)C(F)(F)F)S(=O)(=O)C(F)(F)F.C(CCCCC)N1CN(C=C1)CCCCCC